2-methyl-2-(2-oxo-1,2-dihydropyridin-3-yl)propionitrile CC(C#N)(C)C=1C(NC=CC1)=O